2-(4-((3r,5r,7r)-adamantan-1-yl)-2-formylphenoxy)-N-(3-methoxyphenyl)acetamide C12(CC3CC(CC(C1)C3)C2)C2=CC(=C(OCC(=O)NC3=CC(=CC=C3)OC)C=C2)C=O